C(CCC)C(C(=O)OCCCCN(CCCCOC(C(CCCCCC)CCCC)=O)CCN1CCN(CC1)CCNC(=O)OC(C)(C)C)CCCCCC ((2-(4-(2-((tert-butoxycarbonyl) amino)ethyl)piperazin-1-yl) ethyl)azanediyl)bis(butane-4,1-diyl) bis(2-butyloctanoate)